ClC1=C(C=C(C=C1)C1=NN(C(=N1)CC(=O)NCC1=CC(=CC(=C1)Cl)Cl)CC)OCC 2-[3-(4-chloro-3-ethoxyphenyl)-1-ethyl-1H-1,2,4-triazol-5-yl]-N-[(3,5-dichlorophenyl)methyl]acetamide